(3aR,5s,6aS)-N-(6-(2,4-dimethyl-2H-indazol-5-yl)pyridazin-3-yl)-2-((4-fluorotetrahydro-2H-pyran-4-yl)methyl-d2)octahydrocyclopenta[c]pyrrol-5-amine CN1N=C2C=CC(=C(C2=C1)C)C1=CC=C(N=N1)NC1C[C@@H]2[C@@H](CN(C2)C([2H])([2H])C2(CCOCC2)F)C1